C12CC=C(N1)C=C1C=CC(=N1)C=C1C=CC(N1)=CC=1C=CC(N1)=C2 dihydroporphine